ClC=1C(=C2C(=NC1)NC(=N2)C2=CC=C(C=C2)N2CC(NCC2)=O)NC2CCN(CC2)C 4-(4-{6-Chloro-7-[(1-methylpiperidin-4-yl)amino]-3H-imidazo[4,5-b]pyridin-2-yl}phenyl)piperazin-2-one